BrC1=CC(=C(C(=C1)F)N1NC2=C(N=C(NC2=O)N2CCCC2)N1)Cl 2-(4-bromo-2-chloro-6-fluorophenyl)-5-(pyrrolidin-1-yl)-1,2,3,6-tetrahydro-7H-[1,2,3]triazolo[4,5-d]pyrimidin-7-one